C(C)(C)(C)[C@H]1CC=2C=C3C(=NC2CC1)SC(=N3)C(=O)OCC ethyl (R)-7-(tert-butyl)-5,6,7,8-tetrahydrothiazolo[5,4-b]quinoline-2-carboxylate